NC1=NC=C(C2=C1C(=C(S2)C=2C(=CC(=NC2)NC(C(=C)C)=O)C)C2=CC(=C(C=C2)OC2=NC=CC(=N2)C)F)C=2C=NN(C2)C N-(5-(4-amino-3-(3-fluoro-4-((4-methylpyrimidin-2-yl)oxy)phenyl)-7-(1-methyl-1H-pyrazol-4-yl)thieno[3,2-c]pyridin-2-yl)-4-methylpyridin-2-yl)methacrylamide